FC1=C(C=C(C(=C1)N1CCNCC1)F)NN1C(CCCC1=O)=O ((2,5-difluoro-4-(piperazin-1-yl)phenyl)amino)piperidine-2,6-dione